tert-butyl 3-(((1R,2S)-2-(((tert-butyldiphenylsilyl)oxy)methyl)cyclopropyl)methoxy)propanoate [Si](C1=CC=CC=C1)(C1=CC=CC=C1)(C(C)(C)C)OC[C@@H]1[C@@H](C1)COCCC(=O)OC(C)(C)C